6-(4-(benzyloxy)phenyl)-4-(4-(oxetan-3-yl)piperazin-1-yl)-7H-pyrrolo[2,3-d]pyrimidine C(C1=CC=CC=C1)OC1=CC=C(C=C1)C1=CC2=C(N=CN=C2N2CCN(CC2)C2COC2)N1